ClC1=NC=CC(=C1)CNC(=O)NC1CC(C1)C(F)(F)F 1-[[2-chloropyridin-4-yl]methyl]-3-[(1r,3r)-3-(trifluoromethyl)cyclobutyl]urea